6-bromo-2-(2,5-dimethoxyphenyl)-3-phenoxyquinoline BrC=1C=C2C=C(C(=NC2=CC1)C1=C(C=CC(=C1)OC)OC)OC1=CC=CC=C1